2-[4-[6-(dimethylamino)-2-(trifluoromethyl)pyrimidin-4-yl]-3,5-dimethyl-pyrazol-1-yl]-N-(5-pyrazin-2-yl-2-pyridyl)acetamide CN(C1=CC(=NC(=N1)C(F)(F)F)C=1C(=NN(C1C)CC(=O)NC1=NC=C(C=C1)C1=NC=CN=C1)C)C